FC=1C=C(C=C(C1N1CCC(CC1)C(F)(F)F)F)C1(CCC(CC1)N)N 1-(3,5-difluoro-4-(4-(trifluoromethyl)piperidin-1-yl)phenyl)cyclohexane-1,4-diamine